NC1=NNC=2C1=NC(=CC2CN2CCC2)C=2C=C1CN(C(C1=CC2)=O)C2C(NC(CC2)=O)=O 3-(5-(3-amino-7-(azetidin-1-ylmethyl)-1H-pyrazolo[4,3-b]pyridin-5-yl)-1-oxoisoindolin-2-yl)piperidine-2,6-dione